methyl-acrylic acid trifluoroethyl ester FC(COC(C(=C)C)=O)(F)F